1-(3-(2-hydroxyethoxy)benzyl)-N3-methyl-N5-((1s,2s)-2-methylcyclopropyl)-2-oxo-1,2-dihydropyridine-3,5-dicarboxamide OCCOC=1C=C(CN2C(C(=CC(=C2)C(=O)N[C@@H]2[C@H](C2)C)C(=O)NC)=O)C=CC1